ClC1=CC(=C(N=N1)OC1=CC(=CC=C1)C(F)(F)F)C(=O)OCC ethyl 6-chloro-3-[3-(trifluoromethyl)phenoxy]pyridazine-4-carboxylate